FC=1C=C2C(=CNC(C2=CC1F)=O)[C@H](C)N(C(=O)C1=NNC2=CC=CC=C12)C (S)-N-(1-(6,7-difluoro-1-oxo-1,2-dihydroisoquinolin-4-yl)ethyl)-N-methyl-1H-indazole-3-carboxamide